C(C)(C)(C)OC(=O)N[C@@H](CCCCNC(=O)OC(C)(C)C)C(=O)OC[C@@H](C)NC(=O)C1=CC2=CC=CC(=C2C=C1)OC1=CC=C(C=C1)C(F)(F)F (R)-2-(5-(4-(trifluoromethyl)phenoxy)-2-naphthamido)propyl N2,N6-bis(tert-butoxycarbonyl)-L-lysinate